FC=1C(=CC=2C3=C(NC(C2C1)=O)COC[C@@H]3N(C(=O)C=3C=C1N=CC=NC1=CC3)C)F (R)-N-(8,9-Difluoro-6-oxo-1,4,5,6-tetrahydro-2H-pyrano[3,4-c]isoquinolin-1-yl)-N-methylquinoxaline-6-carboxamide